N1C=NC2=C1C=CC(=C2)N2C([C@H]([C@H]2C2=C(C=C(C=C2F)N2N=C(C=C2)C(F)(F)F)F)C2CC2)=O (3s,4s)-1-(1H-benzo[d]imidazol-5-yl)-3-cyclopropyl-4-(2,6-difluoro-4-(3-(trifluoromethyl)-1H-pyrazol-1-yl)phenyl)azetidin-2-one